4-(5-fluoropyrimidin-2-yl)-2-methoxy-N-(prop-2-yn-1-yl)aniline FC=1C=NC(=NC1)C1=CC(=C(NCC#C)C=C1)OC